pentamannose 6-phosphate P(=O)(O)(O)O.O=C[C@@H](O)[C@@H](O)[C@H](O)[C@H](O)CO.O=C[C@@H](O)[C@@H](O)[C@H](O)[C@H](O)CO.O=C[C@@H](O)[C@@H](O)[C@H](O)[C@H](O)CO.O=C[C@@H](O)[C@@H](O)[C@H](O)[C@H](O)CO.O=C[C@@H](O)[C@@H](O)[C@H](O)[C@H](O)CO